7,9-bis[(4-methoxyphenyl)]-2-[(2,2,2-trifluoroethyl)amino]-8H-pyrido[1,2-a]pyrimidin-8-one COC1=CC=C(C=C1)C=1C(C(=C2N(C=CC(=N2)NCC(F)(F)F)C1)C1=CC=C(C=C1)OC)=O